COC1=C(C2=C(N(C(N2C)=O)C2C(NC(CC2)=O)=O)C=C1)N1CCNCC1 3-(5-Methoxy-3-methyl-2-oxo-4-(piperazin-1-yl)-2,3-dihydro-1H-benzo[d]imidazol-1-yl)piperidine-2,6-dione